C(=C)N1C(=NC(=C1C)C)C 1-vinyl-2,4,5-trimethylimidazole